COC1=CC=C(C=C1)N1C(CC(C=C1)=O)C=1OC=CC1 1-(4-methoxyphenyl)-2-(furan-2-yl)-2,3-dihydropyridin-4-one